C1(CC1)C1=C(C2=NC(=CC=C2S1)N1CCN(CC1)CC(=O)NC(C)C)C(=O)NCC cyclopropyl-N-ethyl-5-(4-(2-(isopropylamino)-2-oxoethyl)piperazin-1-yl)thieno[3,2-b]pyridine-3-carboxamide